O-hexanoyl-L-carnitine C(CCCCC)(=O)O[C@@H](C[N+](C)(C)C)CC([O-])=O